7-(difluoromethyl)-N-(3,4-dimethylphenyl)-5-phenylpyrazolo[1,5-a]pyrimidine-carboxamide FC(C1=CC(=NC=2N1N=C(C2)C(=O)NC2=CC(=C(C=C2)C)C)C2=CC=CC=C2)F